N1=CC=CC2=C1N1C(OC2=O)CCC1 6a,7,8,9-tetrahydro-5H-pyrido[2,3-d]Pyrrolo[2,1-b][1,3]Oxazin-5-one